Cl.ClC=1C=C(O[C@H]2CN(CC2)C2CCC(C2)C(=O)NC2(CC2)C2=CC=C(C(=O)O)C=C2)C=CC1 4-[1-[[4-[(3R)-3-(3-Chlorophenoxy)pyrrolidin-1-yl]cyclopentane-1-carbonyl]amino]cyclopropyl]benzoic acid, hydrochloride